(hydroxymethyl)-5-methoxypyridin-2-ol OCC=1C(=NC=C(C1)OC)O